(R)-N-(2-(5-(3-aminopiperidine-1-carbonyl)-7-methoxy-1-methyl-1H-benzo[d]imidazol-2-yl)-1-(cyclopropylmethyl)-1H-pyrrolo[2,3-b]pyridin-6-yl)-N-(2,2,2-trifluoroethyl)methanesulfonamide N[C@H]1CN(CCC1)C(=O)C1=CC2=C(N(C(=N2)C2=CC=3C(=NC(=CC3)N(S(=O)(=O)C)CC(F)(F)F)N2CC2CC2)C)C(=C1)OC